3-((((S)-oxetan-2-yl)methyl)amino)benzoic acid methyl ester COC(C1=CC(=CC=C1)NC[C@H]1OCC1)=O